1-((1S,2R)-2-phenyl-1-(phenylethynyl)cyclopropyl)ethan-1-one C1(=CC=CC=C1)[C@@H]1[C@@](C1)(C#CC1=CC=CC=C1)C(C)=O